O[C@@H]1CCC(=CC1)C1=CC=C(C=C1)C(C)(C)C1=CC=C(C=C1)N1N=C(C=C1C)C(=O)N (R)-1-(4-(2-(4'-hydroxy-2',3',4',5'-tetrahydro-[1,1'-biphenyl]-4-yl)propan-2-yl)phenyl)-5-methyl-1H-pyrazole-3-carboxamide